The molecule is a dicarboxylic acid monoanion resulting from the removal of a proton from one of the carboxy groups of succinic acid. It has a role as a fundamental metabolite. It is a dicarboxylic acid monoanion and a succinate. It is a conjugate base of a succinic acid. It is a conjugate acid of a succinate(2-). C(CC(=O)[O-])C(=O)O